(3R)-4-amino-N-((4S)-7-cyclopropyl-3,4-dihydro-1H-2-benzopyran-4-yl)-N-ethyl-3-methyl-1,3-dihydrofuro[3,4-c]quinoline-8-carboxamide NC1=NC=2C=CC(=CC2C2=C1[C@H](OC2)C)C(=O)N(CC)[C@@H]2COCC1=C2C=CC(=C1)C1CC1